tert-butyl ((3-fluoro-5-methoxy-2',2''-dimethyl-3''-(3-methyl-2,4-dioxo-1,2,3,4-tetrahydropyrimidine-5-carboxamido)-[1,1':3',1''-terphenyl]-4-yl)-methyl)-carbamate FC=1C=C(C=C(C1CNC(OC(C)(C)C)=O)OC)C1=C(C(=CC=C1)C1=C(C(=CC=C1)NC(=O)C=1C(N(C(NC1)=O)C)=O)C)C